3-[4-(dimethylamino)phenyl]propane-1-ol CN(C1=CC=C(C=C1)CCCO)C